C(C)(=O)C1(C(C(=O)OC1=O)(O)C(C)=O)O diacetyltartaric anhydride